acrylonitrile butylacrylate C(CCC)OC(C=C)=O.C(C=C)#N